CC(C1=CC=CC=C1)N α-Methylbenzylamin